tert-butyl-[3-(hydroxymethyl)-1,5,9-trioxaspiro[5.5]undecan-3-yl] carbamate C(N)(OC1(C(OC2(OC1)CCOCC2)C(C)(C)C)CO)=O